OCC(C(=O)N)C 3-hydroxy-2-methylpropanamide